(3R,5R)-3,5-dimethylpiperazin C[C@@H]1CNC[C@H](N1)C